N1(CCNCC1)C(=O)[O-] piperazine-carboxylate